CC1(OC(C(C(O1)=O)CC(=O)C=1C=C(C(=O)OC)C=CC1OC)=O)C methyl 3-[2-(2,2-dimethyl-4,6-dioxo-1,3-dioxan-5-yl) acetyl]-4-methoxy-benzoate